C[C@@]12CCC[C@H]1[C@@H]1CCC3=CCCCC3=C1C=C2 estra-4,9,11-trien